CSC1=NC(=C(C(=N1)N)[N+](=O)[O-])N 2-(methylthio)-5-nitropyrimidine-4,6-diamine